isobutyl-(dimethylamino)tin C(C(C)C)[Sn]N(C)C